4-[[(2S,3R,4S,5R)-3-(3,4-Difluoro-2-vinyl-phenyl)-4,5-dimethyl-5-(trifluoromethyl)tetrahydrofuran-2-carbonyl]amino]pyridin-2-carboxamid FC=1C(=C(C=CC1F)[C@@H]1[C@H](O[C@]([C@H]1C)(C(F)(F)F)C)C(=O)NC1=CC(=NC=C1)C(=O)N)C=C